1-(4-{6-chloro-8-[(5-chloro-6-fluoro-1H-indazol-4-yl)oxy]-2-(tetrahydrofuran-3-ylmethoxy)pyrido[3,4-d]pyrimidin-4-yl}piperazin-1-yl)prop-2-en-1-one ClC1=CC2=C(N=C(N=C2N2CCN(CC2)C(C=C)=O)OCC2COCC2)C(=N1)OC1=C2C=NNC2=CC(=C1Cl)F